7-chloro-1H-pyrido[2,3-d][1,3]oxazine-2,4-dione ClC=1C=CC2=C(NC(OC2=O)=O)N1